3-(3-methoxy-4-((3-methoxy-5,6,7,8-tetrahydroisoquinolin-8-yl)oxy)benzyl)-6-(1-methyl-1H-pyrazol-4-yl)-3H-imidazo[4,5-b]pyridin-2-amine COC=1C=C(CN2C(=NC=3C2=NC=C(C3)C=3C=NN(C3)C)N)C=CC1OC1CCCC=3C=C(N=CC13)OC